(3aS,4S,5S,6aR)-5-(2-fluorophenoxy)-2-((R)-2-hydroxy-2-(1-tosyl-1H-pyrrolo[2,3-c]pyridin-5-yl)ethyl)hexahydrocyclopenta[c]pyrrole-3a,4(1H)-diol FC1=C(O[C@@H]2[C@@H]([C@@]3([C@@H](CN(C3)C[C@H](C=3C=C4C(=CN3)N(C=C4)S(=O)(=O)C4=CC=C(C)C=C4)O)C2)O)O)C=CC=C1